C1=C(C=CC=2C3=CC=CC=C3CC12)C=O 9H-fluorene-2-carbaldehyde